N-(6-(3-(4-(2-chloroacetyl)piperazin-1-yl)phenyl)-4-methoxybenzo[d]isoxazol-3-yl)-2,6-dimethoxybenzenesulfonamide ClCC(=O)N1CCN(CC1)C=1C=C(C=CC1)C1=CC2=C(C(=NO2)NS(=O)(=O)C2=C(C=CC=C2OC)OC)C(=C1)OC